7-((4-(1H-indol-1-yl)pyrimidin-2-yl)amino)-3-acetyl-4-morpholinyl-2H-benzopyran-2-one N1(C=CC2=CC=CC=C12)C1=NC(=NC=C1)NC1=CC2=C(C(=C(C(O2)=O)C(C)=O)N2CCOCC2)C=C1